C1(CCCC1)OC1=C(C=C(C=C1)F)CNC(=O)C=1C=NC=C(C1)C=1C=CC=2N(N1)C=C(N2)NC(C)=O N-{[2-(cyclopentyloxy)-5-fluorophenyl]methyl}-5-{2-acetamidoimidazo[1,2-b]pyridazin-6-yl}pyridine-3-carboxamide